Ammonium PerSulfate S(=O)(=O)([O-])OOS(=O)(=O)[O-].[NH4+].[NH4+]